ClC1=CC2=C(N(C(N=C2N2[C@H](CN(CC2)C(=O)OC(C)(C)C)C)=O)C=2C(=NC=CC2C)C(C)C)N=C1C1=C(C(=CC=2C=COC21)F)F tert-butyl (3S)-4-(6-chloro-7-(5,6-difluorobenzofuran-7-yl)-1-(2-isopropyl-4-methylpyridin-3-yl)-2-oxo-1,2-dihydropyrido[2,3-d]pyrimidin-4-yl)-3-methylpiperazine-1-carboxylate